NC1=NC=C(C(=N1)C(F)F)C1=NC(=NC(=N1)N1CCOCC1)N1CCN(CC1)C(CCNC(=O)C1CCN(CC1)C(\C=C\CN(C)C)=O)=O (E)-N-(3-(4-(4-(2-amino-4-(difluoromethyl)pyrimidin-5-yl)-6-morpholino-1,3,5-triazin-2-yl)piperazin-1-yl)-3-oxopropyl)-1-(4-(dimethylamino)but-2-enoyl)piperidine-4-carboxamide